[Si](C)(C)(C(C)(C)C)OCC[C@H](C)NC1=C(C=NC(=C1)Cl)C(=O)C1CC1 (S)-(4-((4-((tert-Butyldimethylsilyl)oxy)butan-2-yl)amino)-6-chloropyridin-3-yl)(cyclopropyl)methanone